1-(5H-pyrrolo[2,3-b]pyrazin-2-yl)azetidin N1=C2C(=NC=C1N1CCC1)NC=C2